(2S,2'S)-4,4'-(1,3,7,8,11,13,17,18-octahydro-2H,6H,12H,16H-[1,4,8,11]tetraoxacyclotetradecino[2,3-f:9,10-f']diisoindole-2,12-diyl)bis(2-methyl-4-oxobutanoic acid) C1N(CC2=CC3=C(C=C12)OCCCOC1=CC=2CN(CC2C=C1OCCCO3)C(C[C@@H](C(=O)O)C)=O)C(C[C@@H](C(=O)O)C)=O